copper hydroxide [Cu](O)O